OC1=C(C=CC(=C1)S(N)(=O)=O)C1=CC(=CC=C1)CN1[C@H](COCC1)C(=O)N[C@@H](C)C1=CC=C(C(=O)O)C=C1 4-((S)-1-((R)-4-((2'-hydroxy-4'-sulfamoyl-[1,1'-biphenyl]-3-yl)methyl)morpholine-3-carboxamido)ethyl)benzoic acid